N1,N3-dimethyl-1,3-propanediamine CNCCCNC